4,4-difluoro-2-(hydroxymethyl)oxolan-3-ol FC1(C(C(OC1)CO)O)F